FC1=CC=C(C=C1)C(C)N1CCNCC1 1-(1-(4-fluorophenyl)ethyl)piperazine